N1(CCOCC1)CCN1C(C(=CC2=CC(=CN=C12)C1=NC=CC=C1)C(=O)NC1CC2(C1)CCC2)=O (2-morpholinylethyl)-2-oxo-6-(pyridin-2-yl)-N-(spiro[3.3]hept-2-yl)-1,2-dihydro-1,8-naphthyridine-3-carboxamide